4-(4-hydroxy-3-methoxy-phenyl)-5-methylene-pyrrol-2-one OC1=C(C=C(C=C1)C1=CC(NC1=C)=O)OC